ClC=1C(=CC(=NC1)NC1=CC=NN1C)C=1C=C2N(CCN(C2=O)CC2=NC(=CC=C2CO)C)C1 7-(5-chloro-2-((1-methyl-1h-pyrazole-5-yl)amino)pyridine-4-yl)-2-((3-(hydroxymethyl)-6-methylpyridin-2-yl)methyl)-3,4-dihydropyrrolo[1,2-a]pyrazine-1(2H)-one